C(C)S(=O)(=O)C1=CC(=C(OC=2C(=C(OCCN3CCN(CC3)C(=O)OC(C)(C)C)C=CC2)F)C=C1)C=1C2=C(C(N(C1)C)=O)NC=C2 tert-butyl 4-[2-[3-[4-ethylsulfonyl-2-(6-methyl-7-oxo-1H-pyrrolo[2,3-c]pyridin-4-yl)phenoxy]-2-fluoro-phenoxy]ethyl]piperazine-1-carboxylate